N-(3-fluorophenyl)butanamide FC=1C=C(C=CC1)NC(CCC)=O